2-cyclobutyl-N-(4-methyl-3-(4,4,5,5-tetramethyl-1,3,2-dioxaborolan-2-yl)phenyl)acetamide C1(CCC1)CC(=O)NC1=CC(=C(C=C1)C)B1OC(C(O1)(C)C)(C)C